CC1=CC=C(C=C1)NC1=CC=C(C=C1)C1=CC=CC=C1 N-(toluene-4-yl)-[1,1'-biphenyl]-4-amine